1-chloro-6-ethoxy-1,2,4,5-tetrazine ClN1NC=NN=C1OCC